5-(((trans)-3-(4-(4-((5-(2H-1,2,3-triazol-2-yl)pyrimidin-2-yl)oxy)phenoxy)phenoxy)cyclobutyl)amino)-2-(2,6-dioxopiperidin-3-yl)isoindolin-1,3-dione N=1N(N=CC1)C=1C=NC(=NC1)OC1=CC=C(OC2=CC=C(O[C@@H]3C[C@H](C3)NC=3C=C4C(N(C(C4=CC3)=O)C3C(NC(CC3)=O)=O)=O)C=C2)C=C1